C(CCCCCCCCCCC)SCCC(=O)OCC(CO)(CO)COC(CCSCCCCCCCCCCCC)=O 2,2-bis[[3-(dodecylthio)-propionyloxy]methyl]-1,3-propanediol